C(CCCCCCCCCCCCCCCCC)(=O)N1C2=CC=C1C=C1C=CC(C=C3C=CC(=CC=4C=CC(=C2)N4)N3)=N1 N-stearoyl-porphyrin